1-butyl-3-(3-(2-fluorophenyl)-2-phenylquinolin-6-yl)urea C(CCC)NC(=O)NC=1C=C2C=C(C(=NC2=CC1)C1=CC=CC=C1)C1=C(C=CC=C1)F